C1(=CC=CC=C1)C1=NC(=CC(=N1)C=1C=C(C=C(C1)N1C2=CC=CC=C2C=2C=C(C=CC12)C=1C=C(C=CC1)C1=CC=CC=C1)N1C2=CC=CC=C2C=2C=C(C=CC12)C=1C=C(C=CC1)C1=CC=CC=C1)C1=CC=CC=C1 9,9'-(5-(2,6-diphenylpyrimidin-4-yl)-1,3-phenylene)bis(3-([1,1'-biphenyl]-3-yl)-9H-carbazole)